N1=NC(=CC2=C1C1=C(CCC2)C=CC=C1)N1N=C(N=C1NC1=CC=C(C=C1)CN1CCN(CC1)C(C)C)N 1-(6,7-dihydro-5H-benzo[6,7]cyclohepta[1,2-c]pyridazin-3-yl)-N5-(4-((4-isopropylpiperazinyl)methyl)phenyl)-1H-1,2,4-triazole-3,5-diamine